NC1=CC=C(C2=C1OCO2)N2CC(CC2)CO (1-(7-Aminobenzo[d][1,3]dioxol-4-yl)pyrrolidin-3-yl)methanol